OCCCCC(=O)[O-] (E)-5-hydroxypentanoate